N-(3-(7-fluoro-2-((2-fluoro-4-(4-methylpiperazin-1-yl)phenyl)amino)quinazolin-8-yl)phenyl)acrylamide FC1=CC=C2C=NC(=NC2=C1C=1C=C(C=CC1)NC(C=C)=O)NC1=C(C=C(C=C1)N1CCN(CC1)C)F